C(C)(C)(C)OC(=O)N[C@H](CC[C@H](C)OC1=NC=CC(=C1)N(C(OC(C)(C)C)=O)C1=CC(=NN1C(C)(C)C)[C@@H]1C[C@@H](CC1)O[Si](C)(C)C(C)(C)C)C tert-butyl (2-(((2S,5S)-5-((tert-butoxycarbonyl)amino)hexan-2-yl)oxy)pyridin-4-yl)(1-(tert-butyl)-3-((1S,3R)-3-((tert-butyldimethylsilyl)oxy)cyclopentyl)-1H-pyrazol-5-yl)carbamate